1-(3-(4'-(6-chloro-2-(((3R,3aR,6R,6aR)-6-hydroxyhexahydrofuro[3,2-b]furan-3-yl)oxy)-1H-benzo[d]imidazol-5-yl)-[1,1'-biphenyl]-4-carboxamido)propyl)-1,4-diazabicyclo[2.2.2]octan-1-ium ClC=1C(=CC2=C(NC(=N2)O[C@H]2[C@@H]3[C@H](OC2)[C@@H](CO3)O)C1)C1=CC=C(C=C1)C1=CC=C(C=C1)C(=O)NCCC[N+]13CCN(CC1)CC3